Cl.NC=1N=CNC1C(=O)OCC ethyl 4-amino-1H-imidazole-5-carboxylate hydrochloride